1-cyanoethyl-2-cyanoethyl-imidazole C(#N)C(C)C=1N=C(NC1)CCC#N